C(C)(=O)O[C@@H](CC(C)(C1=CC=CC=C1)C)C |r| (+-)-1,3-DIMETHYL-3-PHENYLBUTYL ACETATE